C1(=CC=CC=C1)C(C)S(=O)(=O)CC(=O)C1=CC=C(C=C1)C1=NOC(=N1)C(F)(F)F 2-((1-phenylethyl)sulfonyl)-1-(4-(5-(trifluoromethyl)-1,2,4-oxadiazol-3-yl)phenyl)ethan-1-one